2-amino-5-(2-aminobenzo[d]thiazol-7-yl)-3'-hydroxy-2',6'-dimethyl-[1,1'-biphenyl]-3-carboxamide NC1=C(C=C(C=C1C(=O)N)C1=CC=CC=2N=C(SC21)N)C2=C(C(=CC=C2C)O)C